OC=1C=C2C(=CN(C2=CC1)CC)CCNC(C)=O N-[2-(5-Hydroxy-1-Ethyl-1H-indol-3-yl)ethyl]acetamide